fluoropropene carbonate C(O)(O)=O.FC=CC